7-hydroxy-2-(hydroxymethyl)-1-methyl-5-phenyl-4,5-dihydroimidazo[4,5-c]quinolin-4-one OC=1C=CC=2C3=C(C(N(C2C1)C1=CC=CC=C1)=O)N=C(N3C)CO